C[Si](O[Si](O[Si](O[Si](C1=CC=CC=C1)(C1=CC=CC=C1)C)(C1=CC=CC=C1)C1=CC=CC=C1)(C1=CC=CC=C1)C1=CC=CC=C1)(C1=CC=CC=C1)C1=CC=CC=C1 1,7-Dimethyl-1,1,3,3,5,5,7,7-octaphenyltetrasiloxan